(2-Methylthiazol-4-yl)methyl 2-(4-ethoxyphenyl)thiazole-4-carboxylate C(C)OC1=CC=C(C=C1)C=1SC=C(N1)C(=O)OCC=1N=C(SC1)C